C1=CC=C(C=2SC3=C(C21)C=CC=C3)C3=CC=C(C=C3)N3C=NC=C3 3-[4-(Dibenzothiophen-4-yl)phenyl]imidazole